C(C)(C)(C)OC(=O)N1C=C(C2=CC=CC=C12)C=1C2=C(N=C(N1)Cl)N(C=C2)S(=O)(=O)CC2=CC=CC=C2 3-(2-chloro-7-toluenesulfonyl-7H-pyrrolo[2,3-d]pyrimidin-4-yl)-1H-indole-1-carboxylic acid tert-butyl ester